C(C)OC(=O)C=1SC(=C(C1)NC(C1=CC=C(C=C1)C)=O)NC1=CC=C(C=C1)C 4-(4-Methylbenzoylamino)-5-(p-toluylamino)thiophene-2-carboxylic acid ethyl ester